N,N'-((9S,19S)-14-(6-aminohexanoyl)-1-mercapto-9-(3-mercaptopropanamido)-3,10,18-trioxo-4,11,14,17-tetraazatricosane-19,23-diyl)bis(3-mercaptopropanamide) formate C(=O)O.NCCCCCC(=O)N(CCNC([C@H](CCCCNC(CCS)=O)NC(CCS)=O)=O)CCNC([C@H](CCCCNC(CCS)=O)NC(CCS)=O)=O